(5s,7s)-2-cyclopropylsulfanyl-5-(3,4-difluorophenyl)-7-fluoro-6,7-dihydro-5H-pyrrolo[1,2-b][1,2,4]triazole C1(CC1)SC=1N=C2N(N1)[C@@H](C[C@@H]2F)C2=CC(=C(C=C2)F)F